tert-butyl 3-(4-((3-chloro-2,4-difluorophenyl)amino)pyrido[3,4-d]pyrimidin-6-yl)piperidine-1-carboxylate ClC=1C(=C(C=CC1F)NC=1C2=C(N=CN1)C=NC(=C2)C2CN(CCC2)C(=O)OC(C)(C)C)F